3,6,9,12-tetraoxa-15-azaoctadecan CCOCCOCCOCCOCCNCCC